BrCCOC1=CC=C(C=C1)C=CC(C=CC=1OC=CC1)=O 1-(4-(2-bromoethoxy)phenyl)-5-(2-furyl)-1,4-pentadien-3-one